uroporphyrin i C1=C2C(=C(C(=CC3=NC(=CC4=NC(=CC5=C(C(=C1N5)CC(=O)O)CCC(=O)O)C(=C4CCC(=O)O)CC(=O)O)C(=C3CCC(=O)O)CC(=O)O)N2)CC(=O)O)CCC(=O)O